C(C)(C)(C)NC1=C(C2=CC=CC=C2C=C1C1=CC=C(C=C1)C(F)(F)F)C#N 2-tert-butylamino-3-(4-trifluoromethylphenyl)-1-naphthalonitrile